COC1=C(CNC=2C=3N(C4=CC(=CC=C4N2)C(=O)N([C@@H]2COCC4=CC(=CC=C24)C(F)(F)F)C)C=NC3)C=CC(=C1)OC (S)-4-((2,4-dimethoxybenzyl)amino)-N-methyl-N-(7-(trifluoromethyl)isochroman-4-yl)imidazo[1,5-a]quinoxaline-8-carboxamide